[C@H]12COC[C@@H]2C1NC(=O)C1=CC(=NN1)C(=O)NC N5-((1R,5S,6r)-3-oxabicyclo[3.1.0]hexan-6-yl)-N3-methyl-1H-pyrazole-3,5-dicarboxamide